N[C@@H]1C2=CC=CC=C2CC12CCN(CC2)C=2N=CC(=NC2)SC=2C(=C(C(=CC2)N2CCCC2)P(C)(C)=O)Cl (S)-(3-((5-(1-amino-1,3-dihydrospiro[indene-2,4'-piperidin]-1'-yl)pyrazin-2-yl)thio)-2-chloro-6-(pyrrolidin-1-yl)phenyl)dimethylphosphine oxide